C(C1=CC=CC=C1)N1CCC(=CC1)O[C@@H]1C[C@H](N(C1)C(=O)OC(C)(C)C)C(=O)OC tert-butyl 2-methyl (2S,4R)-4-[(1-benzyl-3,6-dihydro-2H-pyridin-4-yl)oxy]pyrrolidine-1,2-dicarboxylate